(S)-3-(1-hydroxypropan-2-yl)-6,8-bis(pyridin-3-yl)pyrido[3,4-d]pyrimidin-4(3H)-one OC[C@H](C)N1C=NC2=C(C1=O)C=C(N=C2C=2C=NC=CC2)C=2C=NC=CC2